[4-(trimethylacetoxy)butyl]triphenylphosphonium iodide [I-].CC(C(=O)OCCCC[P+](C1=CC=CC=C1)(C1=CC=CC=C1)C1=CC=CC=C1)(C)C